C(CCC)C=1C=C2C(=CC(=NC2=CC1)N(CC(=O)O)C)C1=CC(=NC=C1)C 2-{[6-butyl-4-(2-methyl-pyridin-4-yl)quinolin-2-yl](methyl)amino}acetic acid